1,2,3,5,6,7-hexahydropyrido[3,2,1-ij]quinoline-9-formaldehyde C1CCN2C3=C(C=C(C=C13)C=O)CCC2